4-fluoro-5-methyl-1-(p-toluenesulfonyl)pyrrolo[2,3-c]pyridine-2-carboxylic acid FC1=C2C(=CN=C1C)N(C(=C2)C(=O)O)S(=O)(=O)C2=CC=C(C)C=C2